C(C)(C)(C)OC(=O)N[C@@H](C)C(=O)OC[C@H](C)OC (S)-2-methoxypropyl (tert-butoxycarbonyl)-L-alaninate